2-Ethoxy-4-phenyl-5H-indeno[1,2-b]pyridine-3-carbonitrile C(C)OC1=C(C(=C2C(=N1)C1=CC=CC=C1C2)C2=CC=CC=C2)C#N